ClC=1C(=C(C#N)C=C(C1)C(C)(C)C1=CC=C(C=C1)C=1C=C2C(=NC(=NC2=CC1)Cl)NCCOCCO)OCCCl 3-chloro-2-(2-chloroethoxy)-5-[1-[4-[2-chloro-4-[2-(2-hydroxyethoxy)ethylamino]quinazolin-6-yl]phenyl]-1-methyl-ethyl]benzonitrile